(2,6-dimethyl-3-pyridinyl)methylamine CC1=NC(=CC=C1CN)C